N-(3-(2-(2-(2-azidoethoxy)ethoxy)ethoxy)propanoyl)-O-methyl-L-serine N(=[N+]=[N-])CCOCCOCCOCCC(=O)N[C@@H](COC)C(=O)O